FC1=C(C=CC=C1)C1=CC(=CN1)CNC 1-[5-(2-fluorophenyl)-1H-pyrrol-3-yl]-N-methyl-methylamine